3-(3-hydroxy-3-methyl-butyl)-5-nitro-1H-benzimidazol-2-one OC(CCN1C(NC2=C1C=C(C=C2)[N+](=O)[O-])=O)(C)C